2-(2-methylpyrazol-3-yl)pyrimidin-5-amine CN1N=CC=C1C1=NC=C(C=N1)N